Methyl 2-[hydroxy (4-methoxyphenyl)methyl]acrylate OC(C(C(=O)OC)=C)C1=CC=C(C=C1)OC